C1(=CC=CC=C1)NC1=NC=C(C=O)C=C1 6-(PHENYLAMINO)NICOTINALDEHYDE